N[C@@H]1[C@@H](N(CC1(F)F)C(=O)OC(C)(C)C)CC1=C(C(=CC=C1)Cl)F |r| rac-tert-Butyl (2S,3R)-3-amino-2-[(3-chloro-2-fluorophenyl)methyl]-4,4-difluoropyrrolidine-1-carboxylate